N-hydroxy-3-(phenylsulfanyl)pyridazine-4-carboximidamide ONC(=N)C1=C(N=NC=C1)SC1=CC=CC=C1